(S)-2-(5-((6-(((S)-1-(4-(tert-butyl)phenyl)ethyl)carbamoyl)-1,2-dimethyl-1H-indol-3-yl)methyl)-2-chlorophenoxy)propanoic acid C(C)(C)(C)C1=CC=C(C=C1)[C@H](C)NC(=O)C1=CC=C2C(=C(N(C2=C1)C)C)CC=1C=CC(=C(O[C@H](C(=O)O)C)C1)Cl